C(C)[Si](CC)(CC)N(CCCN1C(C(C)=CC1=O)=O)[Si](CC)(CC)CC N-[3-bis(triethylsilyl)amino-1-propyl]citraconimide